FC(CNC1=C(C#N)C=C(C=C1)C(F)(F)F)(F)F 2-(2,2,2-trifluoro-ethylamino)-5-(trifluoromethyl)-benzonitrile